FC1([C@@H](CN(CC1)[C@H](C(=O)NC=1SC2=C(N1)C=C1C(=C2)OCCO1)C)C=1N=CC(NC1)=O)F (S)-2-((S)-4,4-difluoro-3-(5-oxo-4,5-dihydropyrazin-2-yl)piperidin-1-yl)-N-(6,7-dihydro-[1,4]dioxino[2',3':4,5]benzo[1,2-d]thiazol-2-yl)propanamide